FC=1C=C(C=CC1OC1=C2C(=NC=C1)NC(N2C(C)C)=O)C2=NN(C(=C2C(=O)N)C(F)(F)F)C=2N=NC=CC2 (3-fluoro-4-((1-isopropyl-2-keto-2,3-dihydro-1H-imidazo[4,5-b]pyridin-7-yl)oxy)phenyl)-1-(pyridazin-3-yl)-5-(trifluoromethyl)-1H-pyrazole-4-carboxamide